C(#N)CC1(CCC(CC1)N1CC(C1)(C)OC1=CC=C(C=C1)C#C)N1N=C(C(=C1)C(=O)N)NC(=O)C1CC1 1-[1-(cyanomethyl)-4-[3-(4-ethynylphenoxy)-3-methyl-azetidin-1-yl]cyclohexyl]-3-(cyclopropanecarbonylamino)pyrazole-4-carboxamide